C(C)(C)(C)N1N=C(C(=C1C(C)C)O)CC 1-tert-butyl-3-ethyl-4-hydroxy-5-isopropyl-pyrazole